BrC1=CC=C(C=C1)C=1C=CC2=C(SC3=C2C=CC(=C3C=COC)C3=CC=C(C=C3)Br)C1C=COC 3,7-bis(4-bromophenyl)-4,6-bis(methoxyethenyl)dibenzothiophene